1-(4-nitrobenzyl)-3-(1H-tetrazol-5-yl)quinoline [N+](=O)([O-])C1=CC=C(CN2CC(=CC3=CC=CC=C23)C2=NN=NN2)C=C1